2-(4-(1-(3-fluorobenzyl)azetidine-3-carbonyl)-3,4-Dihydro-2H-pyrido[4,3-b][1,4]oxazin-8-yl)-5-cyanobenzofuran FC=1C=C(CN2CC(C2)C(=O)N2C3=C(OCC2)C(=CN=C3)C=3OC2=C(C3)C=C(C=C2)C#N)C=CC1